(R)-N-benzyl-1-{7-cyclopropyl-6-[(dimethylamino)methyl][1,3]thiazolo[4,5-b]pyridin-2-yl}pyrrolidine-2-carboxamide hydrochloride Cl.C(C1=CC=CC=C1)NC(=O)[C@@H]1N(CCC1)C=1SC=2C(=NC=C(C2C2CC2)CN(C)C)N1